dimethyl meta-hemipinoate C(C=1C(C(=O)OC)=CC(OC)=C(OC)C1)(=O)OC